3-((5-(1-((2s,6r)-2,6-dimethylmorpholino)imidazo[1,5-a]quinoxalin-8-yl)pyridin-2-yl)oxy)-N,N-dimethylpropane-1-amine C[C@@H]1O[C@@H](CN(C1)C1=NC=C2N1C1=CC(=CC=C1N=C2)C=2C=CC(=NC2)OCCCN(C)C)C